N-cyclopropyl-3-(6-((1-hydroxypropan-2-yl)amino)-5-methoxypyridin-3-yl)-4-methylbenzamide C1(CC1)NC(C1=CC(=C(C=C1)C)C=1C=NC(=C(C1)OC)NC(CO)C)=O